5-(4-chloro-2-fluoro-phenyl)-7-(3-(difluoro-methyl)-1-pyrrolidin-yl)-2,3-dimethylpyrido-[4,3-d]pyrimidin-4(3H)-one ClC1=CC(=C(C=C1)C1=NC(=CC=2N=C(N(C(C21)=O)C)C)N2CC(CC2)C(F)F)F